F[C@@H]1C[C@H](N(C1)C([C@@H](C1=CN=NN1)O)=O)C(=O)N[C@@H](C1=CC=CC=C1)C1=CC(=C(C=C1)C(C)C)F |o1:7| (2S,4R)-4-fluoro-N-[(S)-[3-fluoro-4-(propan-2-yl)phenyl](phenyl)methyl]-1-[(2R)- or (2S)-2-hydroxy-2-(1H-1,2,3-triazol-5-yl)acetyl]pyrrolidine-2-carboxamide